CS(=O)(=O)OC(C)CSC(C1=CC=CC=C1)(C1=CC=CC=C1)C1=CC=CC=C1 3-(tritylthio)propan-2-yl methanesulfonate